C(C)OC(=O)C=1N=CN2C1C=NC(=C2)Br.NC=2C(=NC(=CN2)C2=C(C=C(C=C2)NC([C@@H](O)C2=CC(=CC(=C2)F)F)=O)Cl)C(=O)NCC(F)(F)F (S)-3-amino-6-(2-chloro-4-(2-(3,5-difluorophenyl)-2-hydroxyacetamido)phenyl)-N-(2,2,2-trifluoroethyl)pyrazine-2-carboxamide ethyl-6-bromoimidazo[1,5-a]pyrazine-1-carboxylate